2-(3-ethylsulfonyl-pyridin-2-yl)-1-methyl-5-pentafluorosulfanyl-1H-benzimidazole C(C)S(=O)(=O)C=1C(=NC=CC1)C1=NC2=C(N1C)C=CC(=C2)S(F)(F)(F)(F)F